(4-(4,6-difluoro-1-((2-(trimethylsilyl)-ethoxy)methyl)-1H-indol-7-yl)thiophen-2-yl)boronic acid FC1=C2C=CN(C2=C(C(=C1)F)C=1C=C(SC1)B(O)O)COCC[Si](C)(C)C